tert-Butyl (1R,4R,5S)-5-(7-bromo-8-(2-cyanoethyl)-6-fluoro-2-methyl-4-(1H-1,2,4-triazol-1-yl)-1H-pyrrolo[3,2-c]quinolin-1-yl)-2-azabicyclo[2.1.1]hexane-2-carboxylate BrC=1C(=CC=2C3=C(C(=NC2C1F)N1N=CN=C1)C=C(N3[C@H]3[C@H]1CN([C@@H]3C1)C(=O)OC(C)(C)C)C)CCC#N